((4-(chloromethyl)-2-(N-cyclopropylaminosulfonyl)phenoxy)methyl)-N-methylpiperidine-1-carboxamide ClCC1=CC(=C(OCC2N(CCCC2)C(=O)NC)C=C1)S(=O)(=O)NC1CC1